[Cl-].[Cl-].CC1(C(=C(C(=C1CCC)C)C)C)[Zr+2]C1C(=CC2=CC=CC=C12)CCC (1,2,3,4-tetramethyl-5-n-propylcyclopentadienyl)(2-propylindenyl)zirconium dichloride